FC=1C=C2C(=NC1)NC=C2N2N=C(C=CC2=O)NC2C(CCCC2)C(=O)O 2-((1-(5-fluoro-1H-pyrrolo[2,3-b]pyridin-3-yl)-6-oxo-1,6-dihydropyridazin-3-yl)amino)cyclohexane-1-carboxylic acid